ClC=1C=C(C=CC1)NC1=NC2=C(C3=CN=CC=C13)C=C(N2)C(=O)O 5-((3-chlorophenyl)amino)-7H-pyrrolo[2,3-c][2,6]naphthyridine-8-carboxylic acid